[I-].NC=1C=CC=2C3=CC=C(C=C3C(N(C2C1)CC)C1=CC=CC=C1)N 3,8-diamino-5-ethyl-6-phenylphenanthridine iodide